4-[(3-ethyl-4-oxo-3,4-dihydroquinazolin-2-yl)methyl]-N-hydroxybenzamide C(C)N1C(=NC2=CC=CC=C2C1=O)CC1=CC=C(C(=O)NO)C=C1